(3-((4-Cyano-3-ethoxyphenoxy)methyl)-1-((2,4-dichlorophenyl)sulfonyl)azetidin-3-yl)methyl 4-bromobenzoate BrC1=CC=C(C(=O)OCC2(CN(C2)S(=O)(=O)C2=C(C=C(C=C2)Cl)Cl)COC2=CC(=C(C=C2)C#N)OCC)C=C1